ClC1=NN2C(C(=N1)NC=1N=CN(C1)C1=CC(=C(C=C1)OCC)OCC)=CC=C2 2-chloro-N-(1-(3,4-diethoxyphenyl)-1H-imidazol-4-yl)pyrrolo[2,1-f][1,2,4]triazin-4-amine